2-Bromo-N-(4,5-dimethylisoxazol-3-yl)-N-(methoxymethyl)benzenesulfonamide CC1=C(ON=C1N(COC)S(=O)(=O)C2=CC=CC=C2Br)C